2-methylphenyl-acetonitrile CC1=C(C=CC=C1)CC#N